[N+](#[C-])C1=C(C=NC=C1)N(C1=CC=CC=C1)C 4-isocyano-N-methyl-N-phenylpyridin-3-amine